5-(1-(tert-Butoxycarbonyl)piperidin-4-yl)-2-(5-hydroxy-2-methylpyridin-4-yl)-3-(2-hydroxyethyl)-1H-indole-1-carboxylic acid tert-butyl ester C(C)(C)(C)OC(=O)N1C(=C(C2=CC(=CC=C12)C1CCN(CC1)C(=O)OC(C)(C)C)CCO)C1=CC(=NC=C1O)C